NCC1(CCC1)O 1-(aminomethyl)cyclobutan-1-ol